9-(1-((6-chloro-2-(1-methyl-1H-pyrazol-4-yl)pyridin-3-yl)amino)ethyl)-4,7-dimethyl-2-(piperidin-4-yl)-2,4-dihydro-5H-pyrazolo[3,4-c]isoquinolin-5-one ClC1=CC=C(C(=N1)C=1C=NN(C1)C)NC(C)C=1C=2C=3C(N(C(C2C=C(C1)C)=O)C)=NN(C3)C3CCNCC3